2-(1-carbamimidamidocyclobutyl)-acetic acid N(C(=N)N)C1(CCC1)CC(=O)O